1-hexadecyl-3-methylimidazolium chloride salt [Cl-].C(CCCCCCCCCCCCCCC)N1C=[N+](C=C1)C